CN(C(C1=C(C=CC=C1)S(N)(=O)=O)=O)C N,N-dimethyl-2-sulfamoylbenzamide